pyrrolidine-3-carboximidamide hydrochloride Cl.N1CC(CC1)C(N)=N